tetra[2-butyl-(1-aziridinyl)]propionate C(CCC)C1N(C1)C(C(C(=O)[O-])(N1C(C1)CCCC)N1C(C1)CCCC)N1C(C1)CCCC